behenyl-hydroxypropyl-trimethylammonium chloride [Cl-].C(CCCCCCCCCCCCCCCCCCCCC)C[N+](C)(C)CCCO